C(C)(C)(C)OC(CN1CCN(CC1)C1=C(CN2CCCC23CCN(CC3)C(=O)OC(C(F)(F)F)C(F)(F)F)C=CC(=C1)C(F)(F)F)=O 1,1,1,3,3,3-hexafluoropropan-2-yl 1-(2-(4-(2-(tert-butoxy)-2-oxoethyl)piperazin-1-yl)-4-(trifluoromethyl)benzyl)-1,8-diazaspiro[4.5]decane-8-carboxylate